3-METHYL-4-DECANOLIDE CC1CC(=O)OC1CCCCCC